C(C)OC1=CC=CC(=N1)NC1=C(C(=NN1)C1=CC=C(C=C1)NS(=O)(=O)CC)C(=O)N 5-((6-ethoxypyridin-2-yl)amino)-3-(4-(ethylsulfonamido)phenyl)-1H-pyrazole-4-carboxamide